1-(6-(4-((3-(Trifluoromethyl)pyridin-2-yl)oxy)phenyl)pyridin-2-yl)ethan-1,2-diol FC(C=1C(=NC=CC1)OC1=CC=C(C=C1)C1=CC=CC(=N1)C(CO)O)(F)F